C(C(O)C1=CC(OC)=C(O)C=C1)(=O)O vanillomandelic acid